FC(C=1C(=C(C=CC1)[C@@H](C)NC=1C2=C(N=C(N1)C)N=C(C(=C2)C2(CCOCC2)C#N)OC)F)F (R)-4-(4-((1-(3-(difluoromethyl)-2-fluorophenyl)ethyl)amino)-7-methoxy-2-methylpyrido[2,3-d]pyrimidin-6-yl)tetrahydro-2H-pyran-4-carbonitrile